COC(=O)C1(CCC2(C(=CC3=CC=4OCOC4C=C23)Br)CC1)NC1=C(C(=CC=C1)Cl)F (1s,4s)-6'-bromo-4-(3-chloro-2-fluoroanilino)-2'H-spiro[cyclohexane-1,5'-indeno[5,6-d][1,3]dioxole]-4-carboxylic acid methyl ester